C(=O)(C(=C)C)OCCC[Si](OC)(OC)OC γ-methacryl-oxypropyl-trimethoxysilane